(R)-2-(4-(5-chloro-7-((3-methylbutan-2-yl)amino)-[1,2,4]triazolo[1,5-a]pyrimidin-6-yl)-3,5-difluorophenoxy)-7-azaspiro[3.5]nonane-7-carboxylic acid tert-butyl ester C(C)(C)(C)OC(=O)N1CCC2(CC(C2)OC2=CC(=C(C(=C2)F)C=2C(=NC=3N(C2N[C@H](C)C(C)C)N=CN3)Cl)F)CC1